COC=1C=CC=C2C=CC(=CC12)CC(=O)O 2-(8-methoxynaphthalen-2-yl)acetic acid